C1(CCCC1)C1=NN2C(C=CC=C2)=C1 cyclopentylpyrazolo[1,5-a]pyridine